BrC=1C=C2C(=CNC2=CC1Cl)S(=O)(=O)NC1=C(C=C(C(=C1)F)Cl)F 5-bromo-6-chloro-N-(4-chloro-2,5-difluorophenyl)-1H-indole-3-sulfonamide